6-bromo-4-isopropyl-2H-benzo[e][1,2]oxaborinin-2-ol BrC=1C=CC2=C(C(=CB(O2)O)C(C)C)C1